ethyl-4-chloro-7-methoxy-quinoline-3-carboxylate C(C)OC(=O)C=1C=NC2=CC(=CC=C2C1Cl)OC